(6S,7S)-tert-butyl 7-amino-6-((2,3',5'-trifluoro-[1,1'-biphenyl]-3-yl)methyl)-5-azaspiro[2.4]heptane-5-carboxylate N[C@@H]1[C@@H](N(CC12CC2)C(=O)OC(C)(C)C)CC=2C(=C(C=CC2)C2=CC(=CC(=C2)F)F)F